OC1=C(C2=CC=CC=C2C=C1)C(=O)O hydroxy-Naphthoic acid